(4R)-N-[2-chloro-3-(4,4,5,5-tetramethyl-1,3,2-dioxaborolan-2-yl)phenyl]-4-(2-hydroxyethylamino)-4,5,6,7-tetrahydropyrazolo[1,5-a]pyridine-2-carboxamide ClC1=C(C=CC=C1B1OC(C(O1)(C)C)(C)C)NC(=O)C1=NN2C([C@@H](CCC2)NCCO)=C1